C(CCCC#C)N1C(CNCC1)CO 1-(5-hexyn-1-yl)hydroxymethylpiperazine